C(C)(C)(C)OC(=O)NC1=C2N=CN(C2=NC=N1)CC1=C(OCCC[C@H]2N(S(OC2)=O)C(=O)OC(C)(C)C)C=CC(=C1Cl)Cl tert-butyl (4R)-4-(3-(2-((6-((tert-butoxycarbonyl) amino)-9H-purin-9-yl) methyl)-3,4-dichloro phenoxy) propyl)-1,2,3-oxathiazolidine-3-carboxylate 2-oxide